(2S)-2-[4-chloro-2-(1,2-oxazol-5-yl)phenoxy]-3-cyclopropylpropionic acid ClC1=CC(=C(O[C@H](C(=O)O)CC2CC2)C=C1)C1=CC=NO1